11-benzhydryl-4-hydroxy-7,8,9,10-tetrahydropyrido[1',2':4,5]pyrazino[1,2-b]pyridazine-3,5-dione C(C1=CC=CC=C1)(C1=CC=CC=C1)C1=C2N(C(C=3N1N=CC(C3O)=O)=O)CCCC2